C(N)(=O)C1=CC(=CN=N1)NC(OC(C)(C)C)=O tert-butyl (6-carbamoylpyridazin-4-yl)carbamate